1-(5-bromo-1H-pyrrolo[2,3-b]pyridin-3-yl)-3-(4-((trifluoromethyl)mercapto)phenyl)urea BrC=1C=C2C(=NC1)NC=C2NC(=O)NC2=CC=C(C=C2)SC(F)(F)F